N-[(3S,6R)-6-[5-(4-chlorophenyl)-1,3,4-oxadiazol-2-yl]Piperidin-3-yl]Acetamide ClC1=CC=C(C=C1)C1=NN=C(O1)[C@H]1CC[C@@H](CN1)NC(C)=O